1-(4-(1-hydroxypropyl)pyridin-2-yl)-N-(1-methyl-1H-indazol-7-yl)-1H-pyrazole-4-sulfonamide OC(CC)C1=CC(=NC=C1)N1N=CC(=C1)S(=O)(=O)NC=1C=CC=C2C=NN(C12)C